BrC1=C(C2=CN(N=C2C(=C1)C)C)Cl 5-bromo-4-chloro-2,7-dimethyl-2H-indazole